FC=1C(=NCN(C1)C1=NC=C(C=C1)N1CCNCC1)C=1C=C2C(C(=NC2=C(C1)F)C)(C)C 5-fluoro-4-(7-fluoro-2,3,3-trimethyl-3H-indol-5-yl)-N-(5-(piperazin-1-yl)pyridin-2-yl)pyrimidine